(3R,4R,5S)-4-acetylamino-5-guanidino-3-((S)-3-(octanoyloxy)piperidin-1-yl)cyclohex-1-ene-1-carboxylic acid C(C)(=O)N[C@H]1[C@@H](C=C(C[C@@H]1NC(=N)N)C(=O)O)N1C[C@H](CCC1)OC(CCCCCCC)=O